C(C)(C)(C)C1=C(C=CC(=C1)O)OC tertiary butyl-4-hydroxyanisole